(1s,4s)-4-((5-(2,3-dimethyl-3H-imidazo[4,5-b]pyridin-5-yl)pyrrolo[2,1-f][1,2,4]triazin-2-yl)amino)-1-methylcyclohexane-1-ol CC1=NC=2C(=NC(=CC2)C=2C=CN3N=C(N=CC32)NC3CCC(CC3)(O)C)N1C